1-(6-(4-isopropyl-4H-1,2,4-triazol-3-yl)pyridin-2-yl)-3-(3-(1-methyl-1H-pyrazol-4-yl)phenyl)urea C(C)(C)N1C(=NN=C1)C1=CC=CC(=N1)NC(=O)NC1=CC(=CC=C1)C=1C=NN(C1)C